1,2-bis(trichloromethyl)disulfane ClC(SSC(Cl)(Cl)Cl)(Cl)Cl